2-[[4-(3,4-dihydro-6,7-dimethoxy-2(1H)-isoquinolinyl)-6-(4-methyl-1-piperazinyl)-2-pyrimidinyl]amino]-4-methyl-5-thiazolecarboxylic acid ethyl ester C(C)OC(=O)C1=C(N=C(S1)NC1=NC(=CC(=N1)N1CC2=CC(=C(C=C2CC1)OC)OC)N1CCN(CC1)C)C